3-azido-1-methyl-1,4,5,10-tetrahydro-8H-thieno[3',4':3,4]pyrazolo[1,5-a][1,3]diazepin-2(3H)-one N(=[N+]=[N-])C1C(N(C=2N(CC1)N=C1C2CSC1)C)=O